FC1=C(C=CC(=C1)F)C1=C(C(=CN1S(=O)(=O)C=1C=NC=CC1)CNC([2H])([2H])[2H])OC N-((5-(2,4-difluorophenyl)-4-methoxy-1-(pyridin-3-ylsulfonyl)-1H-pyrrol-3-yl)methyl)methane-d3-amine